(R)-1-ethyl-8-((tetrahydro-2H-pyran-4-yl)methyl)-3-((1s,4S)-4-(trifluoromethyl)cyclohexyl)-1,3,8-triazaspiro[4.6]undecane-2,4-dione C(C)N1C(N(C([C@@]12CCN(CCC2)CC2CCOCC2)=O)C2CCC(CC2)C(F)(F)F)=O